C(#N)CC=1C=C(C(=NC1)C#N)SCC 5-(cyanomethyl)-3-ethylsulfanyl-pyridine-2-carbonitrile